C(C)(=O)N1CC2(C1)CC(C2)C2=NN(C=1C=CC=C(C21)C2=C(C=C1C=NN(C1=C2)C)F)CC(=O)N(CC(=O)NCC(=O)O)C N-(2-(3-(2-acetyl-2-azaspiro[3.3]heptan-6-yl)-5'-fluoro-1'-methyl-1H,1'H-[4,6'-biindazol]-1-yl)acetyl)-N-methylglycylglycine